1-((2-aminothiazol-5-yl)methyl)-N-(quinolin-6-yl)piperidine-4-carboxamide NC=1SC(=CN1)CN1CCC(CC1)C(=O)NC=1C=C2C=CC=NC2=CC1